[Cl-].C(C=C)(=O)C[N+](C)(C)CCCN acryloyl-aminopropyl-trimethylammonium chloride